7-bromo-2,3-dihydrobenzo[b][1,4]dioxin-6-amine BrC=1C(=CC2=C(OCCO2)C1)N